C(CCCCC)C=1C(=C(C(=O)O)C=CC1)C=O.C(C)N(CC)C1=C(C=CC=C1)O Diethylaminohydroxybenzene hexyl-formylbenzoate